5-(difluoromethoxy)-2-fluorobenzoic acid FC(OC=1C=CC(=C(C(=O)O)C1)F)F